N=1C=CN2C1C=C(C=C2)C2(CCCC2)C#N 1-imidazo[1,2-a]pyridin-7-ylcyclopentanecarbonitrile